FC(N1N=CC(=C1)CC(=O)N)F (1-(difluoromethyl)-1H-pyrazol-4-yl)acetamide